C1(C=CC2=CC=CC=C12)O inden-ol